COC(=O)C=1OC(=CN1)CP(C1=CC=CC=C1)(C1=CC=CC=C1)(C1=CC=CC=C1)Br 5-((bromotriphenyl-λ5-phosphanyl)methyl)oxazole-2-carboxylic acid methyl ester